C(#N)C1=CC(=C(C(=C1)C(C)C)NC(=O)NS(=O)(=O)C=1SC=C(C1)C(C)(C)O)C(C)C N-(4-cyano-2,6-diisopropylphenyl-carbamoyl)-4-(2-hydroxypropan-2-yl)thiophene-2-sulfonamide